CN(C(O[C@H]1CN([C@@H](C1)CO)C)=O)C (3R,5S)-5-(Hydroxymethyl)-1-methylpyrrolidin-3-yl dimethylcarbamate